2-Chloro-4-((3S)-8-(4-(4-((4-(3-((2,6-dioxopiperidin-3-yl)amino)phenyl)-3-Oxopiperazin-1-yl)methyl)piperidine-1-carbonyl)phenyl)-3-methyl-2,8-diazaspiro[4.5]dec-2-yl)benzonitrile ClC1=C(C#N)C=CC(=C1)N1CC2(C[C@@H]1C)CCN(CC2)C2=CC=C(C=C2)C(=O)N2CCC(CC2)CN2CC(N(CC2)C2=CC(=CC=C2)NC2C(NC(CC2)=O)=O)=O